C(C)(C)(C)OC(=O)N1CCC(CC1)OC1=CC(=CC=C1)C(=O)O 1-(tert-butoxycarbonyl)-4-(3-carboxyphenoxy)piperidine